CNC1=CC=CC=C1C(=O)OC DIMETHYLANTHRANILATE